1-(3-(pyridin-4-yl)-1H-pyrazol-5-yl)-4-(6-(trifluoromethyl)pyridin-3-yl)piperidin-2-one N1=CC=C(C=C1)C1=NNC(=C1)N1C(CC(CC1)C=1C=NC(=CC1)C(F)(F)F)=O